ethylene glycol acrylate C(C=C)(=O)OCCO